CC(=CCC/C(=C\CO)/C)C 2-cis-3,7-dimethyl-2,6-octadien-1-ol